methyl 3-(2-(imidazo[1,2-b]pyridazin-3-yl) ethyl)-4-methylbenzoate N=1C=C(N2N=CC=CC21)CCC=2C=C(C(=O)OC)C=CC2C